C(C)OC(=O)N(CCC)C(C(=O)[O-])C ((ethoxy carbonyl)(propyl)amino)propanoate